[N+](=O)([O-])C1=CC=C(OC(=O)NC2=CC=C(C=C2)NC(=O)N[C@H](CC(=O)O)C2=CC(=CC=C2)NS(=O)(=O)C2=CC(=CC=C2)NC(NCCC)=O)C=C1 (3R)-3-{[(4-{[(4-nitrophenoxy)carbonyl]amino}phenyl)carbamoyl]amino}-3-[3-({3-[(propylcarbamoyl)amino]benzene-1-sulfonyl}amino)phenyl]propanoic acid